C(N)(OC1=C2N=CN(C2=NC(=N1)F)[C@@H]1O[C@@]([C@H](C1)O)(CO)C#C)=O (9-((2r,4s,5r)-5-ethynyl-4-hydroxy-5-(hydroxymethyl) tetrahydrofuran-2-yl)-2-fluoro-9H-purin-6-yl) carbamate